C(C1=CC=CC=C1)OCOC=1C=C(C2=C(C(=CC=C2C1)F)CC)N1CC=2N=C(N=C(C2CC1)O)OC[C@]12CCCN2C[C@@H](C1)F 7-(3-((benzyloxy)methoxy)-8-ethyl-7-fluoronaphthalen-1-yl)-2-(((2R,7aS)-2-fluorotetrahydro-1H-pyrrolizin-7a(5H)-yl)methoxy)-5,6,7,8-tetrahydropyrido[3,4-d]pyrimidin-4-ol